4-(1,3-thiazol-5-yl)-3,6-dihydro-2H-pyridine-1-carboxylic acid tert-butyl ester C(C)(C)(C)OC(=O)N1CCC(=CC1)C1=CN=CS1